(3R,5S)-3-amino-N-[2-fluoro-5-[2-(2-hydroxyethoxy)-6-(morpholin-4-yl)pyridin-4-yl]-4-methylphenyl]-5-(trifluoromethyl)piperidine-1-carboxamide N[C@H]1CN(C[C@H](C1)C(F)(F)F)C(=O)NC1=C(C=C(C(=C1)C1=CC(=NC(=C1)N1CCOCC1)OCCO)C)F